COCCOC1=CC=CC2=C1C=C(O2)C(=O)O 4-(2-methoxyethoxy)benzofuran-2-carboxylic acid